COC1=CC(=CC(=C1O)OC)/C=C/C(=O)OC[C@@H]2[C@H]([C@@H]([C@H](C(O2)OC3=C(C(=C4C(=C3)OC(=CC4=O)C5=CC(=C(C=C5)O)OC)O)[C@H]6[C@@H]([C@H]([C@@H]([C@H](O6)CO)O)O)O)O)O)O The molecule is a C-glycosyl compound that is isoscoparin in which the hydroxyl hydrogen at position 7 is replaced by a 6-sinapoylglucosyl residue. It has a role as a metabolite. It is a C-glycosyl compound, a cinnamate ester, a dihydroxyflavone, a monomethoxyflavone and a glycosyloxyflavone. It derives from an isoscoparin and a trans-sinapic acid.